C1(=CC=CC=C1)C1=CSC=2N=C(N=C(C21)NCC=2C=C(C=CC2)S(=O)(=O)N)C2=NC=CC=C2 3-[(5-Phenyl-2-pyridin-2-yl-thieno[2,3-d]pyrimidin-4-ylamino)-methyl]-benzenesulfonamide